CN1C[C@@H]([C@H](CC1)NC(C(OC1=CC=CC=C1)(F)F)=O)C N-((3S,4S)-1,3-dimethylpiperidin-4-yl)-2,2-difluoro-2-phenoxyacetamide